C(C)(C)(C)OC(=O)[C@H]1N([C@H](CC1)CC(=O)OC)CC1=CC=CC=C1 (2S,5R)-1-benzyl-5-(2-methoxy-2-oxoethyl)pyrrolidine-2-carboxylic acid tert-butyl ester